C(#N)[C@H]1N(CC(C1)(F)F)C(CNC(=O)C1=CC=NC2=CC=C(C=C12)N(CCNC(OC(C)(C)C)=O)C)=O tert-Butyl (S)-(2-((4-((2-(2-cyano-4,4-difluoropyrrolidin-1-yl)-2-oxoethyl)carbamoyl)quinolin-6-yl)(methyl)amino)ethyl)carbamate